C(CCCCC(=O)O)(=O)O.C(COCCO)O mono-diethylene glycol adipate